FC=1C=C2C(C(=CNC2=NC1)C(=O)N)=O 6-fluoro-4-oxo-1,4-dihydro-1,8-naphthyridine-3-carboxamide